3,3-difluorocyclobutyl (4-cyclobutyl-3-((3,3-difluorocyclobutyl)methyl)-1-methyl-1H-pyrazol-5-yl)carbamate C1(CCC1)C=1C(=NN(C1NC(OC1CC(C1)(F)F)=O)C)CC1CC(C1)(F)F